N1N=CC2=CC(=CC=C12)C1=NN=C(O1)C=1C=CC(=C(C#N)C1)NC(C)C 5-[5-(1H-indazol-5-yl)-1,3,4-oxadiazol-2-yl]-2-[(propan-2-yl)amino]benzonitrile